O\N=C(/N)\C=1C=NN2C1N=CC(=C2NC(OC(C)(C)C)=O)C2=C(C=CC1=CC=CC=C21)C tert-butyl (Z)-(3-(N'-hydroxycarbamimidoyl)-6-(2-methylnaphthalen-1-yl)pyrazolo[1,5-a]pyrimidin-7-yl)carbamate